2-(4-fluoro-1-naphthyl)ethylamine FC1=CC=C(C2=CC=CC=C12)CCN